N[C@H](C(=O)O)CCC(=O)N1CCOCC1 (S)-2-amino-5-morpholino-5-oxopentanoic acid